C(C=C)(=O)CCC acryloyl-propane